FC1=C(C=O)C=C(C=C1)OC 2-fluoro-5-methoxy-benzaldehyde